OCC=1C(=CC2=C(N=C(O2)C=2C(=C(C=CC2)C2=CC=CC=C2)C)C1)O 5-(hydroxymethyl)-2-(2-methylbiphenyl-3-yl)-1,3-benzoxazol-6-ol